N[C@H](C(C)C)C(=O)O.C1=C(C=CC2=CC=CC=C12)S(=O)(=O)NC(C1=CC=CC=C1)=O N-(naphthalen-2-ylsulfonyl)benzamide D-valinate